C1(=CC=CC=C1)C1=CN=CC(=N1)C(=O)NC(C(=O)O)CC1=CC=C(C=C1)OCCCC1=NC=2NCCCC2C=C1 2-(6-phenylpyrazine-2-carboxamido)-3-(4-(3-(5,6,7,8-tetrahydro-1,8-naphthyridin-2-yl)propoxy)phenyl)propanoic acid